CC(C)(C)S(=O)\N=C/C1=CSC=C1 (NZ)-2-methyl-N-(3-thienylmethylene)propane-2-sulfinamide